D(+)-Glucose-Monohydrat O.O=C[C@H](O)[C@@H](O)[C@H](O)[C@H](O)CO